ClC=1N=C(C2=C(N1)N(N=N2)[C@H](C)C2=C(C=C(C=C2)Cl)Cl)C2(CC2)F (R)-5-chloro-3-(1-(2,4-dichlorophenyl)ethyl)-7-(1-fluorocyclopropyl)-3H-[1,2,3]triazolo[4,5-d]pyrimidine